C(=O)C=1N(C2=C(C=CC=C2C1)C#N)CC1=CC=NO1 2-formyl-1-(isoxazol-5-ylmethyl)indole-7-carbonitrile